CC1=CC=C(C=C1)S(=O)(=O)/C=C/C#N E-3-[(4-methylphenyl)sulphonyl]-2-propenenitrile